COC(=O)C=1C(N(C(=C(C1)C(=C)OCC)C)C1=CC=C(C=C1)F)=O.C(C1=CC=CC=C1)N1C(C(C1)OC)(C)CO[Si](C)(C)C(C)(C)C (1-Benzyl-3-methoxy-2-methyl-azetidin-2-yl)methoxy-tert-butyl-dimethyl-silane Methyl-5-(1-ethoxyvinyl)-1-(4-fluorophenyl)-6-methyl-2-oxo-1,2-dihydropyridine-3-carboxylate